2-(2-hydroxyethyl)piperazine OCCC1NCCNC1